NC=1C(=CC(=NC1)Cl)N(C(CCl)=O)CC1=CC=C(C=C1)C=1N(C=C(N1)C(F)(F)F)C N-(5-amino-2-chloropyridin-4-yl)-2-chloro-N-({4-[1-methyl-4-(trifluoromethyl)imidazol-2-yl]phenyl}methyl)acetamide